C1(CC1)COC1=CC(=C(C=C1)C1=C(C=CN1S(=O)(=O)C=1C=NC=CC1)OC)F 5-(4-(Cyclopropylmethoxy)-2-fluorophenyl)-4-methoxy-1-(pyridin-3-ylsulfonyl)-1H-pyrrole